3-fluoro-4-(((4-fluoro-1-(piperidin-4-yl)-1H-pyrazol-3-yl)oxy)methyl)benzonitrile FC=1C=C(C#N)C=CC1COC1=NN(C=C1F)C1CCNCC1